tert-butyl-dimethyl-silane chloride [Cl-].C(C)(C)(C)[SiH](C)C